C1N(CC2=CC=CC=C12)CC1=CC(=C(OCC2=CC=C(C(=O)N(C)CCOC)C=C2)C=C1)S(=O)(=O)C 4-((4-(isoindolin-2-ylmethyl)-2-(methylsulfonyl)phenoxy)methyl)-N-(2-methoxyethyl)-N-methylbenzamide